2-(((1r,4r)-4-aminocyclohexyl)amino)-7-ethylquinazolin NC1CCC(CC1)NC1=NC2=CC(=CC=C2C=N1)CC